N1N=CC=2C1=NC(=CC2)C=CC(=O)N 3-(1H-pyrazolo[3,4-b]pyridin-6-yl)acrylamide